ClC1=NC(=CC=C1C(=O)OC)C=1C=NN(C1C1=C(C2=CC=CC=C2C=C1)[N+]#[C-])C methyl 2-chloro-6-[5-(1-isocyano-2-naphthyl)-1-methyl-pyrazol-4-yl]pyridine-3-carboxylate